tert-butyl (3S,4S)-3-[[4-[6-(3-benzyloxycyclobutyl)-7-methoxy-imidazo[1,2-b]pyridazin-3-yl]-5-fluoro-pyrimidin-2-yl]amino]-4-fluoro-piperidine-1-carboxylate C(C1=CC=CC=C1)OC1CC(C1)C=1C(=CC=2N(N1)C(=CN2)C2=NC(=NC=C2F)N[C@H]2CN(CC[C@@H]2F)C(=O)OC(C)(C)C)OC